(Z)-vinylboronate C(=C)B([O-])[O-]